3-(3,4-difluorophenyl)-N-(4-methyl-3-(pyridin-4-yl)-1H-pyrazol-5-yl)propenamide FC=1C=C(C=CC1F)C=CC(=O)NC1=C(C(=NN1)C1=CC=NC=C1)C